tert-butyl 4-(((5-chloro-2-isopropoxybenzyl)amino)methyl)piperidine-1-carboxylate ClC=1C=CC(=C(CNCC2CCN(CC2)C(=O)OC(C)(C)C)C1)OC(C)C